OC(C(=O)N1CC2=C(C=C(C=C2CC1)C=1C=C2C(=NC1)NC=C2C(F)(F)F)[C@H]2NCCOC2)(C)C (R)-2-hydroxy-2-methyl-1-(8-(morpholin-3-yl)-6-(3-(trifluoromethyl)-1H-pyrrolo[2,3-b]pyridin-5-yl)-3,4-dihydroisoquinolin-2(1H)-yl)propan-1-one